N-(4-((4-Methylpiperazin-1-yl)methyl)-3-(trifluoromethyl)phenyl)-5-((6-morpholinoimidazo[1,2-b]pyridazin-3-yl)ethynyl)nicotinamide CN1CCN(CC1)CC1=C(C=C(C=C1)NC(C1=CN=CC(=C1)C#CC1=CN=C2N1N=C(C=C2)N2CCOCC2)=O)C(F)(F)F